(1R,2S,3R,5R)-3-(4-amino-5-bromo-7H-pyrrolo[2,3-d]pyrimidin-7-yl)-5-(((3-((2,4-difluorophenethyl)amino)propyl)amino)methyl)cyclopentane-1,2-diol NC=1C2=C(N=CN1)N(C=C2Br)[C@H]2[C@@H]([C@@H]([C@H](C2)CNCCCNCCC2=C(C=C(C=C2)F)F)O)O